trans-potassium sorbate C(\C=C\C=C\C)(=O)[O-].[K+]